N-methyl-N-[4-(4,4,5,5-tetramethyl-1,3,2-dioxaborolan-2-yl)phenyl]oxetan-3-amine CN(C1COC1)C1=CC=C(C=C1)B1OC(C(O1)(C)C)(C)C